(9,9-dimethylfluoren-2-yl)amine CC1(C2=CC=CC=C2C=2C=CC(=CC12)N)C